C(\C(\C)=C/C(=O)[O-])(=O)[O-].C1(=CC=CC=C1)[I+]C1=CC=CC=C1.C1(=CC=CC=C1)[I+]C1=CC=CC=C1 diphenyliodonium citraconate